CC1=C(C(=CC=C1)C)N(CN2C=CC=N2)C(=O)C(=O)O The molecule is a monocarboxylic acid that is oxoacetic acid substituted by a (2,6-dimethylphenyl)(1H-pyrazol-1-ylmethyl)amino group at position 2. It is metabolite of the herbicide metazachlor. It has a role as a marine xenobiotic metabolite. It is a member of pyrazoles, a monocarboxylic acid and an aromatic amide.